CN1CC(C1)C1=C(C=CC(=C1)[N+](=O)[O-])C 1-methyl-3-(2-methyl-5-nitro-phenyl)azetidine